2-((3-fluoro-3'-hydroxy-[1,1'-biphenyl]-4-yl)carbamoyl)cyclopent-1-ene-1-carboxylic acid FC=1C=C(C=CC1NC(=O)C1=C(CCC1)C(=O)O)C1=CC(=CC=C1)O